NC(C)C1CCC(CC1)N 1,4-diaminoethylcyclohexane